FC1=C(C=CC(=C1)C=1C=C(C=2N=C(N=CC2N1)N[C@@H]1CNC[C@H](C1)F)C(C)C)NS(=O)(=O)CC1=CC=CC=C1 N-(2-fluoro-4-(2-(((3S,5S)-5-fluoro-piperidin-3-yl)amino)-8-iso-propylpyrido[3,2-d]pyrimidin-6-yl)phenyl)-1-phenylmethanesulfonamide